(S)-6-pentafluorosulfanyl-8-methyl-2-(trifluoromethyl)-2H-chromene-3-carboxylic acid FS(C=1C=C2C=C([C@H](OC2=C(C1)C)C(F)(F)F)C(=O)O)(F)(F)(F)F